C1N[C@H](CC2=CC=CC=C12)CNC(C)=O (R)-N-((1,2,3,4-tetrahydroisoquinolin-3-yl)methyl)acetamide